6-(isopropylsulfonyl)-N-methyl-2,3-dihydrobenzofuran-3-amine C(C)(C)S(=O)(=O)C1=CC2=C(C(CO2)NC)C=C1